methyl 4-[3-[2,6-dichloro-4-[1-(2-methoxyethyl) pyrazol-4-yl] benzoyl]-2,4-dihydro-1,3-benzoxazin-8-yl]-2-morpholin-4-ylbenzoate ClC1=C(C(=O)N2COC3=C(C2)C=CC=C3C3=CC(=C(C(=O)OC)C=C3)N3CCOCC3)C(=CC(=C1)C=1C=NN(C1)CCOC)Cl